N1(CCSCC1)[NH+]1CCSCC1 thiomorpholinyl-(thiomorpholinium)